FC(S(=O)(=O)S(=O)(=O)OC1=C(CSC1)C(=O)OC)(F)F methyl 4-(trifluoromethylsulfonylsulfonyloxy)-2,5-dihydrothiophene-3-carboxylate